OC1=CC=2C(C3=CC=C(C=C3C(C2C=C1)=O)O)=O 2,6-dihydroxy-9,10-anthracenedione